3-acetyl-8-bromo-5-chloro-2-(methylthio)quinolin-4(1H)-one C(C)(=O)C1=C(NC2=C(C=CC(=C2C1=O)Cl)Br)SC